C(C)C1=C(C=CC2=CC=CC=C12)C#N 1-ethyl-2-naphthalonitrile